(S)-2'-methyl-4'H,6'H-spiro[piperidine-4,5'-pyrrolo[1,2-b]pyrazole]-4'-amine dihydrochloride Cl.Cl.CC=1C=C2N(N1)CC1([C@@H]2N)CCNCC1